COC(C(CCN1C(N(C2=C1C=C(C=C2)NC2=C(C(=NC(=C2)C(NC)=O)Cl)C#N)C)=O)C)=O 4-[6-[[2-chloro-3-cyano-6-(methylcarbamoyl)-4-pyridinyl]amino]-3-methyl-2-oxo-benzoimidazol-1-yl]-2-methyl-butyric acid methyl ester